2-(2-((6-Chloro-2-(2,2,2-trifluoroacetyl)isoindolin-5-yl)amino)-5-(trifluoromethyl)pyrimidin-4-yl)-6,7-dihydrothieno[3,2-c]pyridin-4(5H)-one ClC1=C(C=C2CN(CC2=C1)C(C(F)(F)F)=O)NC1=NC=C(C(=N1)C1=CC=2C(NCCC2S1)=O)C(F)(F)F